C(C)(C)(C)OC1=CC=C(C=C1)P(C1=CC=C(C=C1)OC(C)(C)C)C1=CC=C(C=C1)OC(C)(C)C tris(4-tert-Butoxyphenyl)phosphine